OC1=C(C=CC=C1)N1N=C2C(=N1)C=CC=C2 (2-hydroxyphenyl)-2H-benzotriazole